Cl.C[C@@H]1CNCC1 3-(S)-Methylpyrrolidine hydrochloride